Tert-butyl 4-[[5-(2-bromo-4-ethoxycarbonyl-phenoxy)-2-pyridyl]methyl]piperidine-1-carboxylate BrC1=C(OC=2C=CC(=NC2)CC2CCN(CC2)C(=O)OC(C)(C)C)C=CC(=C1)C(=O)OCC